(S)-2-((4-(6-((7-Fluoroquinolin-4-yl)methoxy)pyridin-2-yl)piperidin-1-yl)methyl)-1-(oxetan-2-ylmethyl)-1H-benzo[d]imidazole-6-carboxylic acid FC1=CC=C2C(=CC=NC2=C1)COC1=CC=CC(=N1)C1CCN(CC1)CC1=NC2=C(N1C[C@H]1OCC1)C=C(C=C2)C(=O)O